tert-butyl (cyclobutylmethyl)((3R)-1-(2-oxo-1-(1-(4-(4-oxo-4H-pyrido[1,2-a]pyrimidin-2-yl)-1H-imidazol-1-yl)ethyl)-1,2-dihydropyridin-4-yl)piperidin-3-yl)carbamate C1(CCC1)CN(C(OC(C)(C)C)=O)[C@H]1CN(CCC1)C1=CC(N(C=C1)C(C)N1C=NC(=C1)C=1N=C2N(C(C1)=O)C=CC=C2)=O